ClC1=C(C=C(C=C1OC)OC)C=1C=C(C(N(C1C1=C(C=C(C=C1F)F)F)CC)=O)C#N 5-(2-chloro-3,5-dimethoxyphenyl)-1,2-dihydro-1-ethyl-2-oxo-6-(2,4,6-trifluorophenyl)-3-pyridinecarbonitrile